3-(methyl(1-oxo-4-(o-tolyl)-1,2-dihydroisoquinolin-7-yl)amino)propanoic acid CN(CCC(=O)O)C1=CC=C2C(=CNC(C2=C1)=O)C1=C(C=CC=C1)C